3-methylpentane-1,2-diol CC(C(CO)O)CC